(1S,2S,5R)-ethyl 4-oxo-3,8-diazabicyclo[3.2.1]octane-2-carboxylate O=C1N[C@@H]([C@@H]2CC[C@H]1N2)C(=O)OCC